(3R,6S)-6-methyl-1-(2-(4-(6-phenylpyridin-3-yl)phenyl)acetyl)piperidine-3-carboxylic acid C[C@H]1CC[C@H](CN1C(CC1=CC=C(C=C1)C=1C=NC(=CC1)C1=CC=CC=C1)=O)C(=O)O